(2,6-di-tert-amyl-4-methylphenyl)phenyl-pentaerythritol diphosphite OP(O)OP(O)O.C(C)(C)(CC)C1=C(C(=CC(=C1)C)C(C)(C)CC)C(O)(C(CO)(CO)CO)C1=CC=CC=C1